[Pd]=O Palladium-Oxid